BrC1=C(C=C(C=C1)SC(F)(F)F)F 1-bromo-2-fluoro-4-(trifluoromethylsulfanyl)-benzene